N=1OC(=C2C1C=CC=C2)[2H] benzo[1,2-c]isoxazole-3-d